CC1=C(C=CC(=C1)NC(C)CC)C1=CC=C(NC(C)CC)C=C1 methyl-N,N'-di-sec-butyl-benzidine